Bis(phenyl)hexafluoropropan C1(=CC=CC=C1)C(C(F)(F)F)(C(F)(F)F)C1=CC=CC=C1